NC1=C(C(=O)O)C=C(C(=C1I)F)Br amino-5-bromo-4-fluoro-3-iodobenzoic acid